C(C)(=O)N1CCCC12CCN(CC2)C2=C(CN1CCN(CC1)C(=O)OC(C(F)(F)F)C(F)(F)F)C=CC(=C2)Cl 1,1,1,3,3,3-Hexafluoropropan-2-yl 4-(2-(1-acetyl-1,8-diazaspiro[4.5]decan-8-yl)-4-chlorobenzyl)piperazine-1-carboxylate